CC1(OB(OC1(C)C)[C@@H]1[C@H](C1)C1=C(C=C(C(=C1)F)F)F)C |r| rac-4,4,5,5-tetramethyl-2-((1S,2S)-2-(2,4,5-trifluorophenyl)cyclopropyl)-1,3,2-dioxaborolane